CS(=O)(=O)OC1=CC=C(C2=C(OC(OC(=C21)F)C=2N=C(SC2)C2CCN(CC2)C(CN2N=C(C=C2C(F)F)C(F)F)=O)F)F 3-[2-(1-{[3,5-bis(difluoromethyl)-1H-pyrazol-1-yl] acetyl} piperidin-4-yl)-1,3-thiazol-4-yl]-9-fluoro-1,5-difluoro-2,4-benzodioxepin-6-yl methanesulfonate